(S)-N-(4-((1-(tert-butoxy)-1-oxo-3-phenylpropan-2-yl)amino)-4-oxobut-1-en-2-yl)-N,N-dimethyltetradecan-1-aminium chloride [Cl-].C(C)(C)(C)OC([C@H](CC1=CC=CC=C1)NC(CC(=C)[N+](CCCCCCCCCCCCCC)(C)C)=O)=O